3-fluoro-5-(1-((6-methylpyridin-2-yl)ethynyl)-3-azabicyclo[3.1.0]hexan-3-yl)benzonitrile FC=1C=C(C#N)C=C(C1)N1CC2(CC2C1)C#CC1=NC(=CC=C1)C